4,5-dihydro-3H-1λ6-isothiazole 1-oxide S1(=NCCC1)=O